24-oxo-cholest-5-en-3beta-ol O=C(C(C)C)CC[C@@H](C)[C@H]1CC[C@H]2[C@@H]3CC=C4C[C@H](CC[C@]4(C)[C@H]3CC[C@]12C)O